C(C)(C)(C)OC(=O)N1[C@@H](CN(CC1)C(=O)OCC1=CC=CC=C1)CO (S)-2-(hydroxymethyl)piperazine-1,4-dicarboxylic acid 4-benzyl 1-tert-butyl ester